C1(CCCCC1)[N+]#[C-] CYCLOHEXYL ISOCYANIDE